7-((4-(2-methyl-6-(methylcarbamoyl)pyridin-3-yl)piperazin-1-yl)methyl)-9-fluorothieno[3,2-c]quinolin-4(5H)-one CC1=NC(=CC=C1N1CCN(CC1)CC=1C=C(C=2C3=C(C(NC2C1)=O)C=CS3)F)C(NC)=O